N[C@H](C(=O)OC(C)C)CCS(=O)(=N)CCCC(F)(F)F Isopropyl (2S)-2-amino-4-[S-(4,4,4-trifluorobutyl)sulfonimidoyl]butanoate